CCC(=O)/C=C/C=C\\C[C@H](/C=C/C=C/C=C\\[C@H](CCCC(=O)[O-])O)O The molecule is an icosanoid anion resulting from the removal of a proton from the carboxy group of 18-oxoresolvin E1; major species at pH 7.3. It has a role as a human xenobiotic metabolite. It is an icosanoid anion, a hydroxy fatty acid anion, a long-chain fatty acid anion, a polyunsaturated fatty acid anion and an oxo fatty acid anion. It is a conjugate base of a 18-oxoresolvin E1.